1-(2-Ethyl-7-methylthieno[3,2-d]pyrimidin-4-yl)-N-(3-(pyridin-4-yl)propyl)piperidin-4-amine C(C)C=1N=C(C2=C(N1)C(=CS2)C)N2CCC(CC2)NCCCC2=CC=NC=C2